6-acetyl-3-(4-chloro-phenyl)-2-(5-chloro-pyridin-2-ylmethyl)-3-(3-hydroxy-cyclopentyloxy)-2,3-dihydro-isoindol-1-one C(C)(=O)C1=CC=C2C(N(C(C2=C1)=O)CC1=NC=C(C=C1)Cl)(OC1CC(CC1)O)C1=CC=C(C=C1)Cl